Cl.FC1=CC=C(C=N1)OCCCN1CCN(CC1)C=1C=CC=C2C=CNC12 7-(4-(3-((6-fluoropyridin-3-yl)oxy)propyl)piperazin-1-yl)-1H-indole hydrochloride